ethyl 4-amino-6-chloro-5-(2,2,2-trifluoroethoxy)pyridine-3-carboxylate NC1=C(C=NC(=C1OCC(F)(F)F)Cl)C(=O)OCC